BrC1=CC=C(C=C1)CCC1(CCCC=2C3=CC(=CC=C3NC12)Br)N (4-bromophenyl-ethyl)-6-bromo-2,3,4,9-tetrahydro-1H-carbazol-1-amine